Cl.C(#C)C1CCNCC1 4-ethynylpiperidine hydrochloride